OC=1C=CC=2C3(C4=CC=C(C=C4OC2C1)O)OC(C1=CC(=CC=C13)NC(NCCOCCOCCC=1C(=NC=CC1)C(=O)N)=S)=O (2-(2-(2-(3-(3',6'-dihydroxy-3-oxo-3H-spiro[isobenzofuran-1,9'-xanthen]-5-yl)thioureido)ethoxy)ethoxy)ethyl)picolinamide